[4-(1H-pyrazol-4-yl)-1-piperidyl]methanone N1N=CC(=C1)C1CCN(CC1)C=O